FC1=CC(=C(C=C1C1=NC(=CC=C1)N1CCOCC1)NC(=O)C1=CNC(C=C1C(F)(F)F)=O)N1C[C@H](N([C@H](C1)C)C)C |r| N-[4-fluoro-5-(6-morpholin-4-ylpyridin-2-yl)-2-[rac-(3R,5S)-3,4,5-trimethylpiperazin-1-yl]phenyl]-6-oxo-4-(trifluoromethyl)-1H-pyridine-3-carboxamide